N-(2-(dimethylamino)ethyl)-2,6-dihydroxy-N,5'-dimethyl-4-pentyl-2'-(prop-1-en-2-yl)-1',2',3',4'-tetrahydro-[1,1'-biphenyl]-3-carboxamide CN(CCN(C(=O)C=1C(=C(C(=CC1CCCCC)O)C1C(CCC(=C1)C)C(=C)C)O)C)C